N-(2-(3-(2-((1,5-dimethyl-1H-pyrazol-3-yl)amino)-5-methylpyrimidin-4-yl)-1H-indol-7-yl)-1-oxoisoindolin-4-yl)cyclohexanecarboxamide CN1N=C(C=C1C)NC1=NC=C(C(=N1)C1=CNC2=C(C=CC=C12)N1C(C2=CC=CC(=C2C1)NC(=O)C1CCCCC1)=O)C